(((tert-butyldimethylsilyl) oxy) methyl)-2-azabicyclo[2.1.1]hexane-1-carboxylate [Si](C)(C)(C(C)(C)C)OCOC(=O)C12NCC(C1)C2